C(C(=C)C)(=O)NC1=C(C(=NN=N1)NC(C(=C)C)=O)NC(C(=C)C)=O tris(methacrylamido)triazine